4-(benzyloxy)-3-methoxy-2-nitrobenzaldehyde C(C1=CC=CC=C1)OC1=C(C(=C(C=O)C=C1)[N+](=O)[O-])OC